Benzyl 4-(5-(3-(2-(2-((tert-butoxycarbonyl)amino)ethoxy)ethyl)phenyl)-2-methyl-3-phenylpyrazolo[1,5-a]pyrimidin-7-yl)piperazine-1-carboxylate C(C)(C)(C)OC(=O)NCCOCCC=1C=C(C=CC1)C1=NC=2N(C(=C1)N1CCN(CC1)C(=O)OCC1=CC=CC=C1)N=C(C2C2=CC=CC=C2)C